tert-Butyl 5-(4-chlorobenzyl)-4-oxo-1,3,4,5-tetrahydro-2H-pyrrolo[3,4-c][1,8]naphthyridine-2-carboxylate ClC1=CC=C(CN2C(C3=C(C=4C=CC=NC24)CN(C3)C(=O)OC(C)(C)C)=O)C=C1